BrC=1C(N(C(=C(C1)N1N=CC(=C1)C)C1=C(C=C(C=C1)F)F)CC)=O 3-bromo-6-(2,4-difluorophenyl)-1-ethyl-5-(4-methyl-1H-pyrazol-1-yl)pyridin-2(1H)-one